CCCCCCCC\C=C/CC (Z)-dodec-9-en